triazin-4-amine N1=NN=C(C=C1)N